N-[[3-chloro-5-(trifluoromethyl)pyridin-2-yl]methyl]-1-(2-methylpropyl)-5-oxopyrrolidine-3-carboxamide ClC=1C(=NC=C(C1)C(F)(F)F)CNC(=O)C1CN(C(C1)=O)CC(C)C